C1(CC1)[C@H](CC(=O)OCC1=CC=CC=C1)C1=CC(=CC=C1)O (S)-benzyl 3-cyclopropyl-3-(3-hydroxyphenyl)propanoate